methoxy-N-methyl-2-(5-methyl-1,2,4-oxadiazol-3-yl)propanamide COC(C(=O)NC)(C)C1=NOC(=N1)C